NC1=C(C=C(C=2C(C3=CC=CC=C3C(C12)=O)=O)O)OC1=CC=C(C=C1)S(=O)(=O)OC1=CC=CC=C1 phenyl 4-[(1-amino-4-hydroxy-9,10-dioxo-9,10-dihydro-2-anthracenyl)oxy]benzenesulphonate